dithiapyrimidine N1SNSC=C1